2-((2S)-1-Acryloyl-4-((7R)-7-(7-fluoro-3,4-dihydroquinolin-1(2H)-yl)-2-(3-methoxy-4-(methylamino)pyrrolidin-1-yl)-5,6,7,8-tetrahydroquinazolin-4-yl)piperazin-2-yl)acetonitrile C(C=C)(=O)N1[C@H](CN(CC1)C1=NC(=NC=2C[C@@H](CCC12)N1CCCC2=CC=C(C=C12)F)N1CC(C(C1)NC)OC)CC#N